4-(5-ethoxypyridin-3-yl)naphthalene C(C)OC=1C=C(C=NC1)C1=CC=CC2=CC=CC=C12